methyl dodecenoate CCCCCCCCC/C=C/C(=O)OC